CC=1C=C2CCN(C2=CC1)C=1C2=C(N=CN1)SC(=N2)C(=O)NCC2CCNCC2 7-(5-methylindolin-1-yl)-N-(4-piperidinylmethyl)thiazolo[5,4-d]pyrimidine-2-carboxamide